[F-].C(CC)[NH+]1C(CCCC1)CCCC 1-propyl-2-butylpiperidinium fluoride salt